tert-Butyl 3-((5-(2-cyano-4-fluoro-5-methoxy phenyl) isoxazol-3-yl) methyl)-2-ethyl-4-oxo-3,5,7,8-tetrahydropyrido[4,3-d]pyrimidine-6(4H)-carboxylate C(#N)C1=C(C=C(C(=C1)F)OC)C1=CC(=NO1)CN1C(=NC2=C(C1=O)CN(CC2)C(=O)OC(C)(C)C)CC